N-[3-[2-[2-(4-pyridyl)ethyl-amino]imidazo[2,1-b][1,3,4]thiadiazol-5-yl]phenyl]acetamide N1=CC=C(C=C1)CCNC1=NN2C(S1)=NC=C2C=2C=C(C=CC2)NC(C)=O